N1=CC=CC=2C(CC=CC12)=O quinolin-5-one